(4-bromo-2-((4-methoxybenzyl)oxy)phenyl)ethan-1-one BrC1=CC(=C(C=C1)C(C)=O)OCC1=CC=C(C=C1)OC